[Li+].[Li+].[O-][W](=O)(=O)[O-] lithium tungstate